C(N)(=O)C1=C(C=CC=C1)CN1C2=C(C=CC=C2C=2CCC(CC12)CCCCCC)C(=O)O 9-[(2-carbamoylphenyl)methyl]-2-hexyl-2,3,4,9-tetrahydro-1H-carbazole-8-carboxylic acid